CC(C(C(O)(O)C)(C)C)CCCCCCC tetramethyl-decanediol